N-[4-[chloro(difluoro)methoxy]phenyl]-6-[(3R)-3-hydroxypyrrolidin-1-yl]-5-(1H-pyrazol-5-yl)pyridine-3-carboxamide ClC(OC1=CC=C(C=C1)NC(=O)C=1C=NC(=C(C1)C1=CC=NN1)N1C[C@@H](CC1)O)(F)F